CN(CCCCC1=CC=C(C=C1)B(O)O)C (4-[4-(DIMETHYLAMINO)BUTYL]PHENYL)BORONIC ACID